FC1=C(C=CC=C1)OC=1C(=C(C(=C(C(=O)[O-])C1)C1=C(C=CC=C1)F)OC1=C(C=CC=C1)F)OC1=C(C=CC=C1)F tetrakis[fluorophenyl]gallate